C(C)(C)(C)OC(N[C@@H]1C2=CC=CC=C2CC12CCN(CC2)C2=NC=C(N=C2)Br)=O N-[(3S)-1'-(5-bromopyrazin-2-yl)-1,3-dihydrospiro[inden-2,4'-piperidin]-3-yl]carbamic acid tert-butyl ester